N-{2-[bis(2-hydroxyethyl)-amino]ethyl}-4-{[6-(5-chloro-2-fluorophenyl)-2H,3H,4H-pyrido[3,2-b][1,4]oxazin-8-yl]-amino}pyridine-3-carboxamide OCCN(CCNC(=O)C=1C=NC=CC1NC1=CC(=NC2=C1OCCN2)C2=C(C=CC(=C2)Cl)F)CCO